(3R)-4-amino-7-fluoro-3-methyl-N-(1-methyl-1H-pyrazol-3-yl)-N-(5-(trifluoromethyl)-2,3-dihydro-1H-inden-1-yl)-1,3-dihydrofuro[3,4-c]quinolin-8-carboxamide NC1=NC=2C=C(C(=CC2C2=C1[C@H](OC2)C)C(=O)N(C2CCC1=CC(=CC=C21)C(F)(F)F)C2=NN(C=C2)C)F